3-(3-((2-(difluoromethoxy)-6-methylpyridin-3-yl)carbamoyl)-3-(2-isopropylphenyl)azetidine-1-carboxamido)-3-methylbutanoic acid methyl ester COC(CC(C)(C)NC(=O)N1CC(C1)(C1=C(C=CC=C1)C(C)C)C(NC=1C(=NC(=CC1)C)OC(F)F)=O)=O